methyl 2-(3-iodophenyl)-2,5,5-trimethyl-6-(methylamino)hexanoate IC=1C=C(C=CC1)C(C(=O)OC)(CCC(CNC)(C)C)C